FC1=CC=C(OC2=C(C=C(C=C2)N2C(N(C(NC2=O)=O)C2=CC(=CC=C2)C)=O)CN2C=NC=C2)C=C1 1-[4-(4-Fluorophenoxy)-3-[(1H-imidazol-1-yl)methyl]phenyl]-3-(3-methylphenyl)-1,3,5-triazinan-2,4,6-trion